C(C)(=O)N[C@H](C(=O)O)CC(=O)C1=C(C=CC(=C1)Cl)N (S)-2-acetamido-4-(2-amino-5-chlorophenyl)-4-oxobutanoic acid